3-oxo-octahydroindolizine-6-carboxylic acid O=C1CCC2CCC(CN12)C(=O)O